COC(=O)C12C(CC(CC1)CC2)C=CC=2C(=NOC2C2CC2)C2=C(C=CC=C2Cl)Cl (2-(5-cyclopropyl-3-(2,6-dichlorophenyl)isoxazol-4-yl)vinyl)bicyclo[2.2.2]octane-1-carboxylic acid methyl ester